COC1=CC2=C(C=C(O2)C=2N=C3SC(=NN3C2)OC)C(=C1)OCC=1N=C(SC1)C1(CCCCC1)O 1-(4-(((6-methoxy-2-(2-methoxyimidazo[2,1-b][1,3,4]thiadiazol-6-yl)benzofuran-4-yl)oxy)methyl)thiazol-2-yl)cyclohexanol